C(C)(=O)C1=C(C(=C(S1)NC1=C(C=C(C=C1)I)F)C(=O)NOCCO)C(C)C 5-acetyl-2-((2-fluoro-4-iodophenyl)amino)-N-(2-hydroxyethoxy)-4-isopropylthiophene-3-carboxamide